1-(2-cyano-4-fluoro-5-methoxyphenyl)-3-(2,4-dimethoxybenzyl)urea C(#N)C1=C(C=C(C(=C1)F)OC)NC(=O)NCC1=C(C=C(C=C1)OC)OC